(R)-3-(3-(3-(8-Amino-4-methylpyrimido[5,4-d]pyrimidin-2-yl)-4,5-difluorophenyl)isoxazol-5-yl)-4,4-difluoro-3-hydroxy-1-methylpyrrolidin-2-one NC1=NC=NC2=C1N=C(N=C2C)C=2C=C(C=C(C2F)F)C2=NOC(=C2)[C@]2(C(N(CC2(F)F)C)=O)O